FC(C)(OC=1C=C(C=NC1)N1C(C(C2=CC(=CC=C12)C(=O)NC1(CS(C1)(=O)=O)C)(C)C)=O)F 1-[5-(1,1-difluoroethoxy)-3-pyridyl]-3,3-dimethyl-N-(3-methyl-1,1-dioxo-thietan-3-yl)-2-oxo-indoline-5-carboxamide